1-Isopropyl-3-methyl-7-(1-methyl-1H-pyrazol-4-yl)-8-(1-(2-(4-(methylsulfonyl)phenyl)acetyl)piperidin-4-yl)-3,6-dihydroimidazo[4,5-d]pyrrolo[2,3-b]pyridin-2(1H)-on C(C)(C)N1C(N(C=2C1=C1C(=NC2)NC(=C1C1CCN(CC1)C(CC1=CC=C(C=C1)S(=O)(=O)C)=O)C=1C=NN(C1)C)C)=O